FC1=CC(=C(OC=2C(=NC=NC2)N2CC3(CN(C3)CCC3CCC(CC3)NC(OC(C)(C)C)=O)C2)C=C1)N(C(C(C)C)=O)C tert-butyl ((1r,4r)-4-(2-(6-(5-(4-fluoro-2-(N-methyl isobutyramido)phenoxy)pyrimidin-4-yl)-2,6-diazaspiro[3.3]heptan-2-yl)ethyl) cyclohexyl)carbamate